S1N=C(C2=C1C=CC=C2)N2CCN(CC2)CCC2(CCC(CC2)N)F 4-(2-(4-(benzo[d]isothiazol-3-yl)piperazin-1-yl)ethyl)-4-fluorocyclohexane-1-amine